(E)-Ethyl-2-hexenoate C(C)OC(\C=C\CCC)=O